The molecule is a benzoylurea insecticide that is urea in which a hydrogen attached to one of the nitrogens is replaced by a 4-chlorophenyl group, and a hydrogen attached to the other nitrogen is replaced bgy a 2,6-difluorobenzoyl group. It has a role as an insect sterilant. It is a benzoylurea insecticide and a member of monochlorobenzenes. It derives from a 1,3-difluorobenzene. C1=CC(=C(C(=C1)F)C(=O)NC(=O)NC2=CC=C(C=C2)Cl)F